(S)-3-chloro-2-(pyrrolidin-3-yloxy)pyridine hydrochloride Cl.ClC=1C(=NC=CC1)O[C@@H]1CNCC1